(4-cyano-3-fluorophenoxy) heneicosyl phosphate P(=O)(OOC1=CC(=C(C=C1)C#N)F)(OCCCCCCCCCCCCCCCCCCCCC)[O-]